FC(C1=NC(=NC(=N1)C(F)(F)F)N1[C@H](C=2NC3=CC=C(C=C3C2CC1)Cl)CC(C(F)(F)F)C)(F)F (1S)-2-[4,6-bis(trifluoromethyl)-1,3,5-triazin-2-yl]-6-chloro-1-(3,3,3-trifluoro-2-methylpropyl)-2,3,4,9-tetrahydro-1H-pyrido[3,4-b]indole